4,4'-methylene-bis(2,6-diisopropylcyclohexylamine) C(C1CC(C(C(C1)C(C)C)N)C(C)C)C1CC(C(C(C1)C(C)C)N)C(C)C